1,1,3,3-tetrabutyl-1,3-di(dodecyloxy)distannoxane C(CCC)[Sn](O[Sn](OCCCCCCCCCCCC)(CCCC)CCCC)(OCCCCCCCCCCCC)CCCC